4,4'-diisothiocyanatostilbene-2,2'-disulfonic acid N(=C=S)C=1C=C(C(=CC1)C=CC=1C(=CC(=CC1)N=C=S)S(=O)(=O)O)S(=O)(=O)O